2-methyl-7-((2-((4-(((3-(piperidin-3-yl)phenyl)amino)methyl)phenyl)amino)-5-(trifluoromethyl)pyrimidin-4-yl)amino)isoindolin-1-one bornyl-cis-4-hydroxycinnamate C12(C(CC(CC1)C2(C)C)OC(\C=C/C2=CC=C(C=C2)O)=O)C.CN2C(C1=C(C=CC=C1C2)NC2=NC(=NC=C2C(F)(F)F)NC2=CC=C(C=C2)CNC2=CC(=CC=C2)C2CNCCC2)=O